2-[[1-(4-cyano-1H-pyrazol-3-yl)cyclopropanecarbonyl]amino]-4-[[3-fluoro-2-methoxy-propyl]-[4-(5,6,7,8-tetrahydro-1,8-naphthyridin-2-yl)butyl]amino]butanoic acid C(#N)C=1C(=NNC1)C1(CC1)C(=O)NC(C(=O)O)CCN(CCCCC1=NC=2NCCCC2C=C1)CC(CF)OC